(E)-3-(4-tert-butylphenyl)-propenyl bromide C(C)(C)(C)C1=CC=C(C=C1)C/C=C/Br